7-bromo-6-methyl-3-(trideuteriomethyl)-2-(4-{1-[(trimethylsilyl)methyl]-1,2,3-triazacyclopentane-4-yl}bicyclo[2.2.2]octan-1-yl)-3,4-dihydrothieno[3,2-d]pyrimidin-4-one BrC1=C(SC2=C1N=C(N(C2=O)C([2H])([2H])[2H])C21CCC(CC2)(CC1)C1NNN(C1)C[Si](C)(C)C)C